4-((2S,5R)-4-((5-cyclopropylpyridin-2-yl)(4-fluorophenyl)methyl)-5-ethyl-2-methylpiperazin-1-yl)-1-methyl-2-oxo-1,2-dihydropyrido[3,2-d]pyrimidine-6-carbonitrile C1(CC1)C=1C=CC(=NC1)C(N1C[C@@H](N(C[C@H]1CC)C=1C2=C(N(C(N1)=O)C)C=CC(=N2)C#N)C)C2=CC=C(C=C2)F